CC=1C(=NC=CC1)N([SiH3])[SiH3] N-(3-methyl-2-pyridinyl)disilazane